BrC1=CC=CC(=N1)C=1N2C(=NN1)CC[C@@H]2CC (5S)-3-(6-bromopyridin-2-yl)-5-ethyl-6,7-dihydro-5H-pyrrolo[2,1-c][1,2,4]triazole